N1C=CC=2C1=NC=C(C2)OC=2C(N(C(C2)=O)CC2CCOCC2)=O 3-((1H-pyrrolo[2,3-b]pyridin-5-yl)oxy)-1-((tetrahydro-2H-pyran-4-yl)methyl)-1H-pyrrole-2,5-dione